tert-butyl (2-acetamidoethyl)(((3R,5S)-5-(((R)-1-(4-carbamimidoylthiophen-2-yl)ethyl)carbamoyl)-1-((9,9-difluoro-9H-fluorene-3-carbonyl)glycyl)-3-fluoropyrrolidin-3-yl)methyl)carbamate C(C)(=O)NCCN(C(OC(C)(C)C)=O)C[C@@]1(CN([C@@H](C1)C(N[C@H](C)C=1SC=C(C1)C(N)=N)=O)C(CNC(=O)C=1C=CC=2C(C3=CC=CC=C3C2C1)(F)F)=O)F